4-methoxy-N-((S)-4-methyl-1-oxo-1-(((S)-3-oxo-1-((S)-2-oxopyrrolidin-3-yl)-4-(2,3,5,6-tetrafluorophenoxy)butan-2-yl)amino)pentan-2-yl)benzofuran-2-carboxamide COC1=CC=CC2=C1C=C(O2)C(=O)N[C@H](C(N[C@@H](C[C@H]2C(NCC2)=O)C(COC2=C(C(=CC(=C2F)F)F)F)=O)=O)CC(C)C